1-(difluoromethyl)cyclopropane-1-carbaldehyde FC(C1(CC1)C=O)F